(±)-1-(2-(trifluoromethoxy)pyridin-4-yl)ethan-1-amine hydrochloride Cl.FC(OC1=NC=CC(=C1)[C@@H](C)N)(F)F |r|